2-naphthylmethyl methacrylate C(C(=C)C)(=O)OCC1=CC2=CC=CC=C2C=C1